C(C)N1CCN(CC1)C1=C(C=C(C=C1)C(=O)N1CCC(CC1)C1=CC=C(C=C1)OC=1N=NC(=CC1)C(F)(F)F)NS(=O)(=O)CC1=CC=C(C=C1)C(F)(F)F N-(2-(4-ethylpiperazin-1-yl)-5-(4-(4-((6-(trifluoromethyl)pyridazin-3-yl)oxy)phenyl)piperidine-1-carbonyl)phenyl)-1-(4-(trifluoromethyl)phenyl)methanesulfonamide